ClC=1C(=C(C=CC1N)C1=C(C=CC=C1)N)Cl dichloro-4,2'-diaminobiphenyl